N1N=C(C=C1)C1=NN2CCNCC=3C2=C1N=C(C3)N3[C@@H](COCC3)C (R)-4-(2-(1H-pyrazol-3-yl)-6,7,8,9-tetrahydro-1,3,7,9a-tetraazabenzo[cd]azulen-4-yl)-3-methylmorpholine